(R)-3-Hydroxy-3-(3-(4-methoxy-6-(2-((1-methyl-1H-pyrazol-4-yl)amino)pyrimidin-4-yl)pyridin-2-yl)isoxazol-5-yl)-1-methylpyrrolidin-2-one O[C@@]1(C(N(CC1)C)=O)C1=CC(=NO1)C1=NC(=CC(=C1)OC)C1=NC(=NC=C1)NC=1C=NN(C1)C